ClC=1C(=C2C(=NC1)N(N=C2)C)CC(=O)N2[C@H](C1=CC=CC(=C1CC2)[C@@](CF)(C)O)C 2-(5-chloro-1-methyl-pyrazolo[3,4-b]pyridin-4-yl)-1-[(1S)-5-((1R)-2-fluoro-1-hydroxy-1-methyl-ethyl)-1-methyl-3,4-dihydro-1H-isoquinolin-2-yl]ethanone